FC(N1N=CC(=C1)[C@H]1CN(C[C@H](O1)C)S(=O)(=O)C1=CC=C(C)C=C1)F (2S,6R)-2-(1-(difluoromethyl)-1H-pyrazol-4-yl)-6-methyl-4-tosylmorpholine